5-methoxybenzylethylamine COC=1C=CC=C(CNCC)C1